[1-[4-[methyl(tetra-hydropyran-4-yl)amino]-5-oxido-6,7-dihydro-thieno[3,2-d]pyrimidin-5-ium-2-yl]azetidin-3-yl] 3-ethylsulfonylbenzoate C(C)S(=O)(=O)C=1C=C(C(=O)OC2CN(C2)C=2N=C(C3=C(N2)CC[S+]3[O-])N(C3CCOCC3)C)C=CC1